butyl 5-(1-(3-fluorophenyl)-1-hydroxyethyl)thiazol-2-ylcarbamate FC=1C=C(C=CC1)C(C)(O)C1=CN=C(S1)NC(OCCCC)=O